C(#N)C1=C(C=C(C=N1)NC(C(CC1OCCO1)(C)O)=O)C(F)(F)F N-[6-cyano-5-(trifluoromethyl)pyridin-3-yl]-3-(1,3-dioxolan-2-yl)-2-hydroxy-2-methylpropanamide